(R)-2-(3-(3-(fluoro(4-methyl-4H-1,2,4-triazol-3-yl)methyl)oxetan-3-yl)phenyl)-6-(((1-methylcyclobutyl)amino)methyl)-4-(trifluoromethyl)isoindolin-1-one F[C@H](C1(COC1)C=1C=C(C=CC1)N1C(C2=CC(=CC(=C2C1)C(F)(F)F)CNC1(CCC1)C)=O)C1=NN=CN1C